FC1=CC(=C(C=C1F)N)N 4,5-difluoro-1,2-phenylenediamine